C(C(=O)OCC)(=O)OCCC(CC(=CCCC)C)C 3,5-dimethylnon-5-en-1-yl ethyl oxalate